3-chloro-6-fluoroquinolin-2-amine ClC=1C(=NC2=CC=C(C=C2C1)F)N